FC1=C(C(=C(C(=C1[B-](C1=C(C(=C(C(=C1F)F)F)F)F)(C1=C(C(=C(C(=C1F)F)F)F)F)C1=C(C(=C(C(=C1F)F)F)F)F)F)F)F)F.[H+] tetrakis(pentafluorophenyl)boric acid